FC=1C=C(C=2C(CCCC2C1C)=O)NC(C)=O N-(3-fluoro-4-methyl-8-oxo-5,6,7,8-tetrahydronaphthalen-1-yl)acetamide